CN1CCN(CC1)C(=O)C=1C=C2C=CC(=CC2=CC1)CCC(=O)C1=NC2=CC=C(C=C2C=C1)C#N (3-(6-(4-methylpiperazin-1-carbonyl)naphth-2-yl)propanoyl)quinoline-6-carbonitrile